FC1(C(O[C@H]([C@@H]1O)CO)=O)F (4S,5S)-3,3-difluoro-4-hydroxy-5-(hydroxymethyl)dihydro-2(3H)-furanone